C[Si](C)(C)OC(CCCCCCC\C=C/CCCCCC)=O Palmitoleic acid trimethylsilyl ester